[3-chloro-2-(methoxymethyl)-4-methyl-5,7-dihydropyrrolo[3,4-b]pyridin-6-yl]-[(3R)-1-pyrimidin-4-ylpyrrolidin-3-yl]methanone ClC=1C(=C2C(=NC1COC)CN(C2)C(=O)[C@H]2CN(CC2)C2=NC=NC=C2)C